3-amino-5-bromopyridine-2-carbaldehyde NC=1C(=NC=C(C1)Br)C=O